chloro-N-(1-(4,5-dimethyl-6-oxo-1,6-dihydropyrimidin-2-yl)-3-methyl-1H-pyrazol-5-yl)-3-nitrobenzamide ClC1=C(C(=O)NC2=CC(=NN2C=2NC(C(=C(N2)C)C)=O)C)C=CC=C1[N+](=O)[O-]